C(C)(=O)O[C@H]1[C@H](OC=C[C@H]1OC(C)=O)COC(C)=O (2R,3R,4R)-2-(acetoxymethyl)-3,4-dihydro-2H-pyran-3,4-diyl diacetate